1,8-dihydroxy-bicyclo[7.3.1]Trideca-4,9-diene-2,6-diyn-13-one OC12C#CC=CC#CC(C(=CCC1)C2=O)O